(2R,3aR,6aS)-5,5-difluoro-octahydropentalen-2-amine hydrochloride Cl.FC1(C[C@H]2CC(C[C@H]2C1)N)F